5-(oxetan-3-yl)-N-((1R,3R,5S)-8-((((3aR,5r,6aS)-2-(4,4,4-trifluorobutyl)octahydrocyclopenta[c]pyrrol-5-yl)methyl)sulfonyl)-8-azabicyclo[3.2.1]octan-3-yl)isoxazole-3-carboxamide O1CC(C1)C1=CC(=NO1)C(=O)NC1C[C@H]2CC[C@@H](C1)N2S(=O)(=O)CC2C[C@@H]1[C@@H](CN(C1)CCCC(F)(F)F)C2